FC=1C=C(COC2=NC(N3C(N4C5(COC(C4)C5)CC3)=C2OC)=O)C=C(C1OC1=CC(=NC=C1)OC(F)(F)F)F ((3,5-difluoro-4-((2-(tri-fluoromethoxy)pyrid-4-yl)oxy)benzyl)oxy)-1-methoxy-6,7,10,11-tetrahydro-4H,8H-7a,10-methanopyrimido[6',1':2,3]pyrimido[6,1-c][1,4]oxazin-4-one